ClC1=NC=CC(=C1F)OC1CCC1 2-chloro-4-cyclobutoxy-3-fluoropyridine